FC1(CC1)C(=O)N[C@H](C(=O)N1[C@@H](C[C@H](C1)O)C(=O)NCC1=C(C=C(C=C1)C1=C(N=CS1)C)OCCCCCCCCC=O)C(C)(C)C (2S,4R)-1-((S)-2-(1-fluorocyclopropane-1-carboxamido)-3,3-dimethyl-butanoyl)-4-hydroxy-N-(4-(4-methylthiazol-5-yl)-2-((9-oxononyl)oxy)benzyl)pyrrolidine-2-carboxamide